N1(CCCC1)C1=NC(=CC(=C1)CN)N1CCCC1 1-[2,6-bis(pyrrolidin-1-yl)pyridin-4-yl]methanamine